(Z)-2-(5-Bromo-1-(4-(3-(4-hydroxyphenyl)propyl)benzylidene)-2-methyl-1H-inden-3-yl)acetic acid BrC=1C=C2C(=C(/C(/C2=CC1)=C/C1=CC=C(C=C1)CCCC1=CC=C(C=C1)O)C)CC(=O)O